ClC=1C=C2C=NNC2=CC1C1CC(C1)C1=NOC(=C1)C 3-((1r,3r)-3-(5-chloro-1H-indazol-6-yl)cyclobutyl)-5-methylisoxazole